COC(C(C(=O)OC)=CC1=CC=C(C=C1)OC(C)C)=O 4-Isopropoxy-benzylidene-malonic acid dimethyl ester